FC1=CC=C(C(=O)N2C[C@H](CC[C@H]2C)C2=NC(=NO2)C2=NC=CC=C2)C=C1 2-{5-[(3S,6R)-1-(4-fluorobenzoyl)-6-methylpiperidin-3-yl]-1,2,4-oxadiazol-3-yl}pyridine